ClC=1C=C(C=CC1C(N(C)CCCOC)=O)NC1CN(C1)C1CCN(CC1)C(=O)OC(C)(C)C tert-butyl 4-(3-(3-chloro-4-((3-methoxypropyl)(methyl)carbamoyl) phenylamino)azetidin-1-yl)piperidine-1-carboxylate